4-bromo-3-fluoro-1-(tetrahydropyran-2-yl)-1H-indazole-6-carboxylic acid methyl ester COC(=O)C1=CC(=C2C(=NN(C2=C1)C1OCCCC1)F)Br